COC=1C(=NC(=CC1)OC)NCC1=CC(=C(C(=C1)OCC1=CC=C(C=C1)OC)N1CC(NS1(=O)=O)=O)F 5-[4-[[(3,6-dimethoxy-2-pyridyl)amino]methyl]-2-fluoro-6-[(4-methoxyphenyl)methoxy]phenyl]-1,1-dioxo-1,2,5-thiadiazolidin-3-one